tert-butyl (R)-3-(hydroxymethyl)-5-((R)-3-methylmorpholino)-3,4-dihydroisoquinoline-2(1H)-carboxylate OC[C@@H]1N(CC2=CC=CC(=C2C1)N1[C@@H](COCC1)C)C(=O)OC(C)(C)C